ClC1=CN=C2C(=N1)N(N=C2)C[C@@H]2OCC2 (R)-6-chloro-1-(oxetan-2-ylmethyl)-1H-pyrazolo[3,4-b]pyrazine